S1C=NC2=C1C=CC(=C2)CN(C(C(=O)OC)=O)C2CCC2 methyl 2-((benzo[d]thiazol-5-ylmethyl)(cyclobutyl)amino)-2-oxoacetate